N1=CC(=CC=C1)N1CCC(CC1)C(C)N (1-(pyridin-3-yl)piperidin-4-yl)ethan-1-amine